2-(5-(cyclopropylmethyl)-3-(3-((3,5-dimethylthiophen-2-yl)ethynyl)phenyl)-4-(3-fluoro-4-sulfamoylbenzyl)-1H-pyrazol-1-yl)thiazole-4-carboxylic acid C1(CC1)CC1=C(C(=NN1C=1SC=C(N1)C(=O)O)C1=CC(=CC=C1)C#CC=1SC(=CC1C)C)CC1=CC(=C(C=C1)S(N)(=O)=O)F